2-[1-(4,4-dimethyl-1-cyclopenten-1-yl) ethoxy]-2-methylpropyl 2-butenoate C(C=CC)(=O)OCC(C)(C)OC(C)C1=CCC(C1)(C)C